2-(6,7-dichloro-2,2-dioxo-4,9-dihydro-1H-pyrrolo[3,2-h][2,1,3]benzothiadiazin-3-yl)ethanol ClC=1C2=C(C3=C(CN(S(N3)(=O)=O)CCO)C1)NC=C2Cl